1-(2,5-dimethoxy-4-(pent-4-en-1-yl)phenyl)propan-2-one COC1=C(C=C(C(=C1)CCCC=C)OC)CC(C)=O